O=CC[C@@H](C1=CC=CC=C1)NC(OC(C)(C)C)=O (s)-TERT-BUTYL 3-OXO-1-PHENYLPROPYLCARBAMATE